(4-(2-hydroxypropan-2-yl)piperidin-1-yl)(6-morpholino-2-(3-(m-tolyl)-1H-pyrazol-1-yl)-9H-purin-8-yl)methanone OC(C)(C)C1CCN(CC1)C(=O)C=1NC2=NC(=NC(=C2N1)N1CCOCC1)N1N=C(C=C1)C=1C=C(C=CC1)C